CC=1C=CC(=C2C(NC(=NC12)CSC1CCOCC1)=O)C(F)(F)F 8-Methyl-2-(((tetrahydro-2H-pyran-4-yl)thio)methyl)-5-(trifluoromethyl)quinazolin-4(3H)-one